N-[2-(2-aminoethoxy)ethyl]-2-ethyl-4-[[3-[1-(2-hydroxyethyl)-3-(trifluoromethyl)pyrazol-4-yl]imidazo[1,2-a]pyrazin-8-yl]amino]benzamide formate C(=O)O.NCCOCCNC(C1=C(C=C(C=C1)NC=1C=2N(C=CN1)C(=CN2)C=2C(=NN(C2)CCO)C(F)(F)F)CC)=O